FC(OC1=CC=C(CN2CCC(CC2)C=2C=C3CN(C(C3=CC2)=O)C2C(NC(CC2)=O)=O)C=C1)F 3-(5-(1-(4-(difluoromethoxy)benzyl)piperidin-4-yl)-1-oxoisoindolin-2-yl)piperidine-2,6-dione